N[C@@H]1C2=CC=CC=C2CC12CCN(CC2)C2=NC=1C(=NC=C(N1)SC1=C3C(CN(C3=CC=C1)C(C)=O)(F)F)N2 (S)-1-(4-((2-(1-amino-1,3-dihydrospiro[indene-2,4'-piperidin]-1'-yl)-1H-imidazo[4,5-b]pyrazin-5-yl)thio)-3,3-difluoroindolin-1-yl)ethan-1-one